2,2-Dimethyl-3-[4-(trifluoromethyl)phenyl]propanal CC(C=O)(CC1=CC=C(C=C1)C(F)(F)F)C